(1-(4-bromophenyl)naphthalen-2-yl)magnesium bromide BrC1=CC=C(C=C1)C1=C(C=CC2=CC=CC=C12)[Mg]Br